FC1=C2C=CNC2=CC(=C1OC1=CC2=C(OCCCN3C2=NC(=N3)C(C)C=3C(=C(C=CC3)CCC(=O)OC)F)C=C1)F methyl 3-(3-(1-(11-((4,6-difluoro-1H-indol-5-yl)oxy)-6,7-dihydro-5H-benzo[b][1,2,4]triazolo[5,1-d][1,5]oxazocin-2-yl)ethyl)-2-fluorophenyl)propanoate